CN1CCC(CC1)N1N=CC(=C1)[N+](=O)[O-] 1-methyl-4-(4-nitropyrazol-1-yl)piperidine